BrC1OCC(OC1)Br 2,5-dibromo-[1,4]dioxane